2-(1,3-dioxolane-2-yl)propane-1,3-diol O1C(OCC1)C(CO)CO